3-(2,8-Dimethylimidazo[1,2-b]pyridazin-6-yl)-5-fluoro-7-(piperidin-4-yl)cinnoline hydrochloride Cl.CC=1N=C2N(N=C(C=C2C)C=2N=NC3=CC(=CC(=C3C2)F)C2CCNCC2)C1